1-methylcyclopropyl (6-(1-methyl-1H-pyrazol-4-yl)isoquinolin-3-yl)carbamate CN1N=CC(=C1)C=1C=C2C=C(N=CC2=CC1)NC(OC1(CC1)C)=O